N-{2-[(1-{[2-(hexyloxy)naphthalen-1-yl]methyl}naphthalen-2-yl)oxy]ethyl}acetamide C(CCCCC)OC1=C(C2=CC=CC=C2C=C1)CC1=C(C=CC2=CC=CC=C12)OCCNC(C)=O